ClC=1C=C(CNC([C@H](CCCNC(CF)=N)NC(=O)C=2C=C(C=CC2OC)C2=CC=CC=C2)=O)C=CC1 (S)-N-(1-((3-Chlorobenzyl)amino)-5-(2-fluoroacetimidamido)-1-oxopentan-2-yl)-4-methoxy-[1,1'-biphenyl]-3-carboxamide